C(#N)C1=CC=2N(N=C1)C(=CC2)C2=CC(=C(C=N2)C2=NN=C(S2)C(=O)N2C[C@H](CCC2)NC(C)=O)NC(C)C (S)-N-(1-(5-(6-(3-cyanopyrrolo[1,2-b]pyridazin-7-yl)-4-(isopropylamino)pyridin-3-yl)-1,3,4-thiadiazole-2-carbonyl)piperidin-3-yl)acetamide